OCC=1C(=NC=CC1C1=CN(C(C(=C1)NC1=NC=CN=C1)=O)C)N1C(C=2N(C=3CCCCC3C2)CC1)=O 2-[3'-Hydroxymethyl-1-methyl-6-oxo-5-(pyrazin-2-ylamino)-1,6-dihydro-[3,4']bipyridinyl-2'-yl]-3,4,6,7,8,9-hexahydro-2H-pyrazino[1,2-a]indol-1-one